C1(CC1)C(=O)NC1=CC(=C(N=N1)C(=O)NC([2H])([2H])[2H])NC1=C(C(=CC=C1)C=1OC2=C(N1)CN(C2)[S@@](=O)(=N)C)OC (S)-6-(Cyclopropanecarboxamido)-4-((2-methoxy-3-(5-(S-methylsulfonimidoyl)-5,6-dihydro-4H-Pyrrolo[3,4-d]oxazol-2-yl)phenyl)amino)-N-(trideuteromethyl)pyridazine-3-carboxamide